5-tert-butyl-2'-(trifluoromethoxy)biphenyl C(C)(C)(C)C=1C=CC=C(C1)C1=C(C=CC=C1)OC(F)(F)F